BrC=1C=2N(C(=NC1)NCC1=C(C=CC3=C1CCO3)F)C=C(N2)C#N 8-bromo-5-(((5-fluoro-2,3-dihydrobenzofuran-4-yl)methyl)amino)imidazo[1,2-c]pyrimidine-2-carbonitrile